7-[4-(methylamino)-5-{5-[4-(piperidin-4-yl)piperazin-1-yl]-1,3,4-thiadiazol-2-yl}pyridin-2-yl]pyrrolo[1,2-b]pyridazine-3-carbonitrile CNC1=CC(=NC=C1C=1SC(=NN1)N1CCN(CC1)C1CCNCC1)C1=CC=C2N1N=CC(=C2)C#N